(S)-1-(3,4,5-trimethoxyphenyl)-4-(4-methylselenophenyl)-3-methyleneazetidin-2-one COC=1C=C(C=C(C1OC)OC)N1C(C([C@@H]1C1=CC=C(C=C1)[Se]C)=C)=O